BrC=1N=CC=C2C1SC(=C2)C2=C(C(=NC(=C2C=2OC(=NN2)C)CCC2=CC=C(C=C2)F)CC(C)C)C(=O)N 4-(7-bromothieno[2,3-c]pyridin-2-yl)-6-[2-(4-fluorophenyl)ethyl]-5-(5-methyl-1,3,4-oxadiazol-2-yl)-2-(2-methylpropyl)pyridine-3-carboxamide